(S)-1'-(8-((2-amino-3-chloropyridin-4-yl)thio)-2,7-dimethylimidazo[1,2-c]pyrimidin-5-yl)-5,7-dihydrospiro[cyclopenta[b]pyridin-6,4'-piperidin]-5-amine NC1=NC=CC(=C1Cl)SC=1C=2N(C(=NC1C)N1CCC3(CC1)[C@@H](C=1C(=NC=CC1)C3)N)C=C(N2)C